BrC1=CC=C2C(=NN(C2=C1)C1CCOCC1)C 6-bromo-3-methyl-1-(tetrahydro-2H-pyran-4-yl)-1H-indazole